ClC=1C=C(CNC(C(C)(C)C2=NC=C(C=C2)C(F)F)=O)C=C(C1C1C(NC(CC1)=O)=O)Cl N-(3,5-dichloro-4-(2,6-dioxopiperidin-3-yl)benzyl)-2-(5-(difluoromethyl)pyridin-2-yl)-2-methylpropanamide